C(C)(C)N1N=C(N=C1C1[C@H]2CC(C[C@@H]12)N1[C@H](COCC1)C)C1=CC(=CC=C1)C(F)(F)F (S)-4-((1R,3S,5S,6S)-6-(1-isopropyl-3-(3-(trifluoromethyl)phenyl)-1H-1,2,4-triazol-5-yl)bicyclo[3.1.0]hexane-3-yl)-3-methylmorpholine